FC(C1=CC=CC(=N1)NC1=NC=CC(=C1)C=1C=C2CNC(C2=CC1)=O)(F)F 5-(2-((6-(trifluoromethyl)pyridin-2-yl)amino)pyridin-4-yl)isoindolin-1-one